2-[4-[4-[[2-allyl-3-oxo-1-(2-pyridyl)pyrazolo[3,4-d]pyrimidin-6-yl]amino]phenyl]piperazin-1-yl]-3H-benzimidazole-4-carboxamide C(C=C)N1N(C2=NC(=NC=C2C1=O)NC1=CC=C(C=C1)N1CCN(CC1)C=1NC2=C(N1)C=CC=C2C(=O)N)C2=NC=CC=C2